2-fluoroethan-1-amine hydrochloride Cl.FCCN